(S)-2'-(((2R,7aS)-2-Fluorotetrahydro-1H-pyrrolizin-7a(5H)-yl)methoxy)-4'-morpholino-3,4,5',8'-tetrahydro-2H-spiro[naphthalene-1,7'-pyrano[4,3-d]pyrimidin]-7-amine F[C@@H]1C[C@@]2(CCCN2C1)COC=1N=C(C2=C(N1)C[C@@]1(OC2)CCCC2=CC=C(C=C21)N)N2CCOCC2